ClC=1C=CC(=C(NC=2C=C(C(=O)OCC)C=CC2O)C1)C(=O)O ethyl 3-(5'-chloro-2'-carboxyl anilino)-4-hydroxybenzoate